bis(cyclopentadienyl)-titanium dichloride [Cl-].[Cl-].C1(C=CC=C1)[Ti+2]C1C=CC=C1